CN(C/C=C/C(=O)N1CCC2=C(CC1)C1=C(S2)N=CN=C1NC1=CC(=C(C=C1)OC1=CC=2N(C=C1)C=CN2)C)C (E)-4-(dimethylamino)-1-(4-((4-(imidazo[1,2-a]pyridin-7-yloxy)-3-methylphenyl)amino)-8,9-dihydro-5H-pyrimido[5',4':4,5]thieno[2,3-d]azepin-7(6H)-yl)but-2-en-1-one